4-methoxy-N,N-dipropyl-3-(N-(2-(pyridin-2-yl)ethyl)sulfamoyl)benzamide COC1=C(C=C(C(=O)N(CCC)CCC)C=C1)S(NCCC1=NC=CC=C1)(=O)=O